methyl N-[4-[6-[methyl-(2-methyl-4-pyridyl) carbamoyl]imidazo[1,2-a]pyridin-3-yl]phenyl]carbamate CN(C(=O)C=1C=CC=2N(C1)C(=CN2)C2=CC=C(C=C2)NC(OC)=O)C2=CC(=NC=C2)C